COC=1C=C2C(=CNC2=C(C1)C)CCN(C)C 2-(5-methoxy-7-methyl-1H-indol-3-yl)-N,N-dimethylethan-1-amine